7-Amino-8-nitro-1,2,4,5-tetrahydro-3H-benzo[d]azepine-3-carboxylate NC1=CC2=C(CCN(CC2)C(=O)[O-])C=C1[N+](=O)[O-]